5-((4-(2-(tert-butyl)-4-(2,6-difluoro-3-((4-fluoro-2-(trifluoromethyl)phenyl)sulfonamido)phenyl)thiazol-5-yl)pyrimidin-2-yl)amino)pentanoic acid C(C)(C)(C)C=1SC(=C(N1)C1=C(C(=CC=C1F)NS(=O)(=O)C1=C(C=C(C=C1)F)C(F)(F)F)F)C1=NC(=NC=C1)NCCCCC(=O)O